FC1=C(CN2C(C=3N(CC2C(=O)NC2=C(C=CC=C2C)C)C=C(C(C3O)=O)C(=O)O)=O)C=CC(=C1)F 2-(2,4-difluorobenzyl)-3-((2,6-dimethylphenyl)aminocarbonyl)-9-hydroxy-1,8-dioxo-1,3,4,8-tetrahydro-2H-pyrido[1,2-a]pyrazine-7-carboxylic acid